rac-5-{2-[(2R,5S)-2-(3-Cyano-4-methoxyphenyl)-5-methylpiperidin-1-Yl]-2-oxoacetamido}Pyridine-3-carboxamide C(#N)C=1C=C(C=CC1OC)[C@@H]1N(C[C@H](CC1)C)C(C(=O)NC=1C=C(C=NC1)C(=O)N)=O |r|